NC1=C(C=NC=C1)NCC1=C(C=C2[C@](NC(NC2=C1)=O)(C(F)(F)F)C#CC1CC1)F (S)-7-(((4-aminopyridin-3-yl)amino)methyl)-4-(cyclopropylethynyl)-6-fluoro-4-(trifluoromethyl)-3,4-dihydroquinazolin-2(1H)-one